C(C)(C)N1CCC(CC1)OC1=C2C(=NC(=N1)C1=CC=C(O1)CN)N(N=C2C)C2OCCCC2 (5-(4-((1-isopropylpiperidin-4-yl)oxy)-3-methyl-1-(tetrahydro-2H-pyran-2-yl)-1H-pyrazolo[3,4-d]pyrimidin-6-yl)furan-2-yl)methanamine